ClC1([C@H]([C@@H]1C1=CC(=CC(=C1)Cl)Cl)C(=O)NC1=C(C(=CC=C1)NC(C(C)C#N)=O)F)Cl (1R,3R)-2,2-Dichloro-N-(3-(2-cyanopropanamido)-2-fluorophenyl)-3-(3,5-dichlorophenyl)cyclopropane-1-carboxamide